8-(2,3-difluoro-4-methylphenyl)-9-(4-((1-(3-fluoropropyl)azetidin-3-yl)methyl)phenyl)-6,7-dihydro-5H-benzo[7]annulene-3-carboxylic acid hydrochloride Cl.FC1=C(C=CC(=C1F)C)C=1CCCC2=C(C1C1=CC=C(C=C1)CC1CN(C1)CCCF)C=CC(=C2)C(=O)O